4,7-Bis-dimethylamino-1,3,12-trihydroxy-10-methoxy-11-oxo-5,5a,6,11-tetrahydro-naphthacene-2-carboxylic acid acetyl-amide C(C)(=O)NC(=O)C1=C(C=2C(=C3C(C4=C(C=CC(=C4CC3CC2C(=C1O)N(C)C)N(C)C)OC)=O)O)O